(1-{2-[(2-fluoro-4-iodophenyl)amino]thieno[2,3-b]pyridine-3-carbonyl}azetidin-3-ylmethyl)carbamic acid tert-butyl ester C(C)(C)(C)OC(NCC1CN(C1)C(=O)C1=C(SC2=NC=CC=C21)NC2=C(C=C(C=C2)I)F)=O